C(C1=CC=CC=C1)(C1=CC=CC=C1)N1CCN(CC1)C(CCOCCOCCOCCC(N[C@H](C(=O)N1[C@@H](C[C@@H](C1)O)C(=O)NCC1=CC=C(C=C1)C1=C(N=CS1)C)C(C)(C)C)=O)=O (2S,4S)-1-((S)-16-(4-benzhydrylpiperazin-1-yl)-2-(tert-butyl)-4,16-dioxo-7,10,13-trioxa-3-azahexadecanoyl)-4-hydroxy-N-(4-(4-methylthiazol-5-yl)benzyl)pyrrolidine-2-carboxamide